3-{[3-(3-bromophenyl)oxetan-3-yl]difluoromethyl}-4-methyl-1,2,4-triazole BrC=1C=C(C=CC1)C1(COC1)C(C1=NN=CN1C)(F)F